ClC=1C=C(C=C2C(=NN(C12)CC)C(=O)OC)C1=NC=C(C=C1)C(N(C)C)=O methyl 7-chloro-5-(5-(dimethylcarbamoyl)pyridin-2-yl)-1-ethyl-1H-indazole-3-carboxylate